(E)-3-(((4-(5-(3-cyano-4-isopropoxyphenyl)-1,2,4-oxadiazol-3-yl)-2,3-dihydro-1H-inden-1-ylidene)amino)oxy)propanoic acid C(#N)C=1C=C(C=CC1OC(C)C)C1=NC(=NO1)C1=C2CC/C(/C2=CC=C1)=N\OCCC(=O)O